1,3-bis(isobutyrylamino)-5-(2,2-dimethyl-butyryl)aminobenzene C(C(C)C)(=O)NC1=CC(=CC(=C1)NC(C(CC)(C)C)=O)NC(C(C)C)=O